CN(C1=CC=C(C(=O)OC)C=C1)C methyl N,N-dimethyl-p-aminobenzoate